C1(=C(C(=C(C2=C1C1=C(NC3=C(C(=C(C(=C13)[2H])[2H])[2H])[2H])S2)[2H])[2H])[2H])[2H] 6H-benzo[4,5]thieno[2,3-b]indole-1,2,3,4,7,8,9,10-d8